FC1=CC=C(C=C1)C=1N=CC=C(C(=O)[O-])C1 6-(4-fluorophenyl)isonicotinate